(2R,3R,4S,5S)-2-(4-Amino-5-(phenylthio)-7H-pyrrolo[2,3-d]pyrimidin-7-yl)-5-((((3-methyl-5-phenylisoxazol-4-yl)methyl)thio)methyl)tetrahydrofuran-3,4-diol NC=1C2=C(N=CN1)N(C=C2SC2=CC=CC=C2)[C@@H]2O[C@@H]([C@H]([C@H]2O)O)CSCC=2C(=NOC2C2=CC=CC=C2)C